BrC1=C2CCOCC2=C(C=C1)Br 5,8-dibromoisochroman